(R)-N-(3,3-difluoro-1-(methyl-d3)piperidin-4-yl)-5-(1-(2,2-difluoroethyl)-1H-benzo[d][1,2,3]triazol-6-yl)-6-fluoro-4-methoxypyrrolo[2,1-f][1,2,4]triazin-2-amine FC1(CN(CC[C@H]1NC1=NN2C(C(=N1)OC)=C(C(=C2)F)C=2C=CC1=C(N(N=N1)CC(F)F)C2)C([2H])([2H])[2H])F